2-(pyridin-2-yl)-N-(6-(pyrrolidin-3-yl)pyridazin-3-yl)acetamide N1=C(C=CC=C1)CC(=O)NC=1N=NC(=CC1)C1CNCC1